C(C)(C)OC(C)(C)C=1N=C(SC1)NC(=O)NC1=C(C=CC=C1)OC1=CC=CC=C1 1-(4-(2-isopropoxyprop-2-yl)thiazol-2-yl)-3-(2-phenoxyphenyl)urea